1-(Cyclohex-3-en-1-yl)-3-(trimethylsilyl)prop-2-yn-1-one C1(CC=CCC1)C(C#C[Si](C)(C)C)=O